tert-butyl 4-[2-(4-fluorophenyl)-3-{2-[(piperidine-1-carbonyl)amino]pyridin-4-yl}-3H-imidazo[4,5-b]pyridin-5-yl]piperazine-1-carboxylate FC1=CC=C(C=C1)C1=NC=2C(=NC(=CC2)N2CCN(CC2)C(=O)OC(C)(C)C)N1C1=CC(=NC=C1)NC(=O)N1CCCCC1